4-(4-((2,2-difluoroethyl)(6-fluoropyrido[4,3-e][1,2,4]triazolo[4,3-a]pyrimidin-5-yl)amino)pyridin-2-yl)-2-methylbut-3-yn FC(CN(C1=CC(=NC=C1)C#CC(C)C)C1=NC=2N(C3=C1C(=CN=C3)F)C=NN2)F